(R)-2-(6-((1-(3-(difluoromethyl)-2-fluorophenyl)ethyl)amino)-5-(1,3-dioxolan-2-yl)-2-methylpyrimidin-4-yl)acetic acid FC(C=1C(=C(C=CC1)[C@@H](C)NC1=C(C(=NC(=N1)C)CC(=O)O)C1OCCO1)F)F